NCC1=C(OC=C1)CN Bis(aminomethyl)-furane